N1(CCC1)CC=1C=C(C=CC1)C=1N=NN(C1)CC1=CC=C(C=C1)C=1OC(=NN1)C(F)F 2-(4-((4-(3-(azetidin-1-ylmethyl)phenyl)-1H-1,2,3-triazol-1-yl)methyl)phenyl)-5-(difluoromethyl)-1,3,4-oxadiazole